N1(N=CC=C1)C=1C=C(C=CC1)C1CN(C2=C1N=C(N=C2C2=CC=NC=C2)N2CCOCC2)CCO 2-(7-(3-(1H-pyrazol-1-yl)phenyl)-2-morpholino-4-(pyridin-4-yl)-6H-pyrrolo[3,2-d]pyrimidin-5-yl)ethan-1-ol